COC=1C=C(C=CC1)C1=NN2C(=NC=3C=CC=CC3C2=N1)N[C@H](C)C(=O)N N2-[2-(3-methoxyphenyl)[1,2,4]triazolo[1,5-c]quinazolin-5-yl]-D-alaninamide